tert-butyl (R)-2-((toluenesulfonyloxy)methyl)morpholine-4-carboxylate C(C1=CC=CC=C1)S(=O)(=O)OC[C@H]1CN(CCO1)C(=O)OC(C)(C)C